P(=O)(OCCCCCCCCCCCCCCCCCCCCCC)(OC1=CC=CC=C1)[O-] (docosyl) phenyl phosphate